C(C=C)(=O)NC=1C=C(C=CC1C)C1=C(NC2=NC=C(C=C21)C(=O)OC(C)C)C=2C=NC(=NC2)N2CCOCC2 isopropyl 3-(3-acrylamido-4-methylphenyl)-2-(2-morpholinopyrimidin-5-yl)-1H-pyrrolo[2,3-b]pyridine-5-carboxylate